C(C)(C)(C)C1=CC=C(C=C1)C1=NC(=C(C(=O)O)C=C1[N+](=O)[O-])C 6-(4-(tert-butyl)phenyl)-2-methyl-5-nitronicotinic acid